Cl.N1=C(N=CC=C1)N1CCNCCC1 1-(pyrimidin-2-yl)-1,4-diazepane hydrochloride